C(C)(=O)C1=CC(=C2C=C(C=CN12)OC)C(=O)NC1=C(C(=CC=C1)C=1C=NN(C1)CC1=CC=CC=C1)F 3-acetyl-N-(3-(1-benzyl-1H-pyrazol-4-yl)-2-fluorophenyl)-7-methoxyindolizine-1-carboxamide